BrC1=C(COC2=CC(=C(CN[C@@H](CCSC)C(=O)O)C=C2)OCC2=CC(=CC=C2)C#N)C=CC=C1C1=CC=CC=C1 N-(4-(2-bromo-3-phenylbenzyloxy)-2-(3-cyanobenzyloxy)benzyl)Methionin